FC=1C=C2C(=CNC(C2=CC1F)=O)[C@H](C)N(C(=O)C=1C=C2C=CC=CN2C1)C (S)-N-(1-(6,7-difluoro-1-oxo-1,2-dihydroisoquinolin-4-yl)ethyl)-N-methylindolizine-2-carboxamide